(R)-2-(3-(1-aminoethyl)-2-fluorophenyl)-2,2-difluoroacetic acid ethyl ester C(C)OC(C(F)(F)C1=C(C(=CC=C1)[C@@H](C)N)F)=O